C(C)(=O)NC1=CC=C(CSC2=C3N=CNC3=NC=N2)C=C1 6-((4-Acetamidobenzyl)thio)-9H-purin